BrC1=C(C=CC(=C1)Cl)OC(C(F)(F)Br)(F)F 2-BROMO-1-(2-BROMO-1,1,2,2-TETRAFLUOROETHOXY)-4-CHLOROBENZENE